C(C)(C)(C)OC(CN1C(C2=CC(=CC(=C2C1)F)C1=NC(=NC=C1Cl)NC1CCOCC1)=O)=O 2-(6-{5-chloro-2-[(oxacyclohex-4-yl)amino]pyrimidin-4-yl}-4-fluoro-1-oxo-2,3-dihydro-1H-isoindol-2-yl)acetic acid tert-butyl ester